1-Isobutyl-1H-imidazo[4,5-c]-quinolin C(C(C)C)N1C=NC=2C=NC=3C=CC=CC3C21